C1=C(C=CC=2C3=CC=CC=C3CC12)C=CC1=CC=C(C=C1)C1=CC=C(C=C1)C=CC1=CC=2CC3=CC=CC=C3C2C=C1 4,4'-bis(2-(2-fluorenyl)ethenyl)-1,1'-biphenyl